N[C@H]1C[C@@H](CC1)C(=O)NCCNC(C1=C(C=C(C=C1)NC=1C=2N(C=CN1)C(=CN2)C=2C(=NN(C2)CC(F)F)C(F)(F)F)CC)=O N-(2-((1R,3R)-3-aminocyclopentane-1-carboxamido)ethyl)-4-((3-(1-(2,2-difluoroethyl)-3-(trifluoromethyl)-1H-pyrazol-4-yl)imidazo[1,2-a]pyrazin-8-yl)amino)-2-ethylbenzamide